2-(2-bromophenyl)-7-(isoquinolin-4-yl)-5,7-diazaspiro[3.4]octane-6,8-dione BrC1=C(C=CC=C1)C1CC2(C1)NC(N(C2=O)C2=CN=CC1=CC=CC=C21)=O